(S)-2-(((5-(tert-butyl)-4-chloro-2-hydroxyphenyl)amino)methyl)-4-chloro-N,1-dimethyl-N-(pyrrolidin-3-yl)-1H-imidazole-5-carboxamide C(C)(C)(C)C=1C(=CC(=C(C1)NCC=1N(C(=C(N1)Cl)C(=O)N([C@@H]1CNCC1)C)C)O)Cl